butyl (S)-4-(3-cyclobutyl-1-tosyl-1H-pyrrolo[3,2-c]pyridin-4-yl)-3-methylpiperazine-1-carboxylate C1(CCC1)C1=CN(C2=C1C(=NC=C2)N2[C@H](CN(CC2)C(=O)OCCCC)C)S(=O)(=O)C2=CC=C(C)C=C2